ClC1=C(C=2N(C=C1)C=CN2)C2=C(C=C(C=C2O)CCC)O 2-(7-chloroimidazo[1,2-a]pyridin-8-yl)-5-propylbenzene-1,3-diol